[2-(3-chloro-2-piperazin-1-yl-6-quinolinyl)phenyl]methylamine dihydrochloride Cl.Cl.ClC=1C(=NC2=CC=C(C=C2C1)C1=C(C=CC=C1)CN)N1CCNCC1